6-chloro-8-methyl-9-(naphthalen-1-yl)-9H-purine ClC1=C2N=C(N(C2=NC=N1)C1=CC=CC2=CC=CC=C12)C